((2-isopropyl-6-methoxy-1,2,3,4-tetrahydroisoquinolin-7-yl)amino)-5-((3-methylpyridin-2-yl)amino)-1,2,4-triazine-6-carboxamide C(C)(C)N1CC2=CC(=C(C=C2CC1)OC)NC=1N=NC(=C(N1)NC1=NC=CC=C1C)C(=O)N